(2R,3S)-3-((9-isopropyl-6-(((S)-1-(1-methyl-1H-imidazol-4-yl-sulfonyl)pyrrolidin-3-yl)amino)-9H-purin-2-yl)amino)pentan-2-ol C(C)(C)N1C2=NC(=NC(=C2N=C1)N[C@@H]1CN(CC1)S(=O)(=O)C=1N=CN(C1)C)N[C@H]([C@@H](C)O)CC